N-benzyl-4,4',5-trimethoxy-[1,1'-biphenyl]-2-sulfonamide C(C1=CC=CC=C1)NS(=O)(=O)C=1C(=CC(=C(C1)OC)OC)C1=CC=C(C=C1)OC